[Si](C)(C)(C(C)(C)C)OCC=1C=C(C=CC1F)C1CC=NN1 5-(3-(((Tert-Butyldimethylsilyl)oxy)methyl)-4-fluorophenyl)-4,5-dihydro-1H-pyrazole